1-(5-{[(5-Chlorothiophen-2-yl)methyl]amino}-3-{1-[(3-methoxyphenyl)methyl]piperidin-4-yl}-1H-pyrazol-1-yl)-2,2-dimethylpropan-1-on ClC1=CC=C(S1)CNC1=CC(=NN1C(C(C)(C)C)=O)C1CCN(CC1)CC1=CC(=CC=C1)OC